COC1=NC=NC(=C1C(=O)NC=1SC2=C(N1)C=1C=CC(=CC1OC21CCC(CC1)C)C(F)(F)F)OC 4,6-dimethoxy-N-(4'-methyl-7-(trifluoromethyl)spiro[chromeno[4,3-d]thiazole-4,1'-cyclohexan]-2-yl)pyrimidine-5-carboxamide